BrC=1C(=CC(=NC1)CNCC)C N-((5-bromo-4-methylpyridin-2-yl)methyl)ethylamine